C(C=C)(=O)N1C[C@@H](C[C@@H]1C)N1C(=C(C2=C1N=CN=C2N)C(=O)N[C@H](C)C2=CC=CC=C2)C#CC(C)(C)C 7-((3R,5s)-1-propenoyl-5-methylpyrrolidin-3-yl)-4-amino-6-(3,3-dimethylbut-1-yn-1-yl)-N-((R)-1-phenylethyl)-7H-pyrrolo[2,3-d]pyrimidine-5-carboxamide